OC1=CC=C(C(=O)[O-])C=C1 para-hydroxybenzoic acid anion